CCCCCCCCCCCCCCCCCCCCCC(=O)OC[C@H](COP(=O)(O)OC[C@H](CO)O)OC(=O)CCCCCCCCC/C=C\CCCCCCCCCC 1-docosanoyl-2-(11Z-docosenoyl)-glycero-3-phospho-(1'-sn-glycerol)